CC1C=C(C=CC1=O)B1OC(C(O1)(C)C)(C)C 6-methyl-4-(4,4,5,5-tetramethyl-1,3,2-dioxaborolan-2-yl)cyclohexa-2,4-dien-1-one